3-(5-(4-(1,3-dioxolan-2-yl)piperidin-1-yl)pyridin-2-yl)piperidine-2,6-dione O1C(OCC1)C1CCN(CC1)C=1C=CC(=NC1)C1C(NC(CC1)=O)=O